ClC=1C(=NC(=NC1)NC=1C=NN(C1C)C1CCN(CC1)C)NC1=C(C=CC=C1)P(C)C (2-((5-chloro-2-((5-methyl-1-(1-methylpiperidin-4-yl)-1H-pyrazol-4-yl)amino)pyrimidin-4-yl)Amino)phenyl)dimethylphosphine